CN1C(CN(CC1)CC1=CC(=NC(=C1)C(F)(F)F)N1C(C2=CC(=CC=C2C1)C1(COC1)CC1=NN=CN1C)=O)=O 2-(4-((4-Methyl-3-oxopiperazin-1-yl)methyl)-6-(trifluoromethyl)pyridin-2-yl)-6-(3-((4-methyl-4H-1,2,4-triazol-3-yl)methyl)oxetan-3-yl)isoindolin-1-one